[N+](=O)([O-])C1=CC=C(OC(=O)OCCOCCOCCNC(OCC2C3=CC=CC=C3C=3C=CC=CC23)=O)C=C1 (9H-fluoren-9-yl)methyl (2-(2-(2-(((4-nitrophenoxy)carbonyl)oxy)ethoxy)ethoxy)ethyl)carbamate